C(C1CO1)OCCCCCCCCCCC[Si](OCC)(OCC)OCC [8-(glycidoxypropyl)-n-octyl]triethoxysilane